2-(2-fluoro-4-(methylthio)anilino)-N-(2-hydroxyethoxy)thieno[2,3-b]pyridine-3-carboxamide FC1=C(NC2=C(C=3C(=NC=CC3)S2)C(=O)NOCCO)C=CC(=C1)SC